O[C@]12CC(CC[C@@]2([C@H]2CC[C@@]3([C@H](CC[C@@]3([C@@H]2CC1)O)C=1C=CC(OC1)=O)C)C)NC(=O)[C@@H]1NCCC1 (2R)-N-((5S,8R,9S,10R,13R,14S,17R)-5,14-dihydroxy-10,13-dimethyl-17-(2-oxo-2H-pyran-5-yl)hexadecahydro-1H-cyclopenta[a]phenanthren-3-yl)pyrrolidine-2-carboxamide